C(=O)O.CC=1C(=NC(=NC1)NC1CCOCC1)C1=CC=C2CNC(C2=C1)=O 6-{5-methyl-2-[(Oxan-4-yl)amino]pyrimidin-4-yl}-2,3-dihydro-1H-isoindol-1-one formate salt